tert-butyl 2-(4-[[2-(3-fluoro-2-isopropylphenyl)-8-oxo-7H-purin-9-yl] methyl] phenyl)-3-methyl-4H,6H,7H-pyrazolo[4,3-C]pyridine-5-carboxylate FC=1C(=C(C=CC1)C1=NC=C2NC(N(C2=N1)CC1=CC=C(C=C1)N1N=C2C(CN(CC2)C(=O)OC(C)(C)C)=C1C)=O)C(C)C